9-Ethyl-3-(3-hydroxypropan-1-yn-1-yl)-6,6-dimethyl-8-(piperazin-1-yl)-5H-benzo[b]carbazol-11(6H)-one C(C)C1=CC2=C(C(C=3NC4=CC(=CC=C4C3C2=O)C#CCO)(C)C)C=C1N1CCNCC1